ClC=1C=CC=C2C(COCC12)CO (8-Chloroisochroman-4-yl)methanol